OC(C#C\C(=C/C=O)\C1=CC=C(C=C1)C)(C#CC1=CC=CC=C1)C1=CC=CC=C1 (Z)-6-hydroxy-6,8-diphenyl-3-(p-tolyl)oct-2-en-4,7-diyne-1-al